CN(S(=O)(=O)C1CC1)CC=1SC(=CC1)C(CSC1=C2C(=NC=N1)N(N=C2)C)=O N-methyl-N-((5-(2-((1-methyl-1H-pyrazolo[3,4-d]pyrimidin-4-yl)thio)acetyl)thiophen-2-yl)methyl)cyclopropanesulfonamide